FCCNC1=C(C#N)C=C(C=C1)C=1OC(=NN1)C1=CC2=C(NC(O2)=O)C=C1 2-[(2-fluoroethyl)amino]-5-[5-(2-oxo-2,3-dihydro-1,3-benzoxazol-6-yl)-1,3,4-oxadiazol-2-yl]benzonitrile